CC(CCCOCCOCC#C)(C)[N+](=O)[O-] 4-methyl-4-nitro-1-(2-prop-2-ynyloxyethoxy)pentane